COC1=CC=C2C(NC=NC2=C1)=O 7-methoxyquinazolin-4(3H)-one